C(C)C=1N(C=CN1)CC1=C(C=C(C=C1)C1=C(SC(=C1)CC(C)C)S(=O)(=O)NC(OCC)=O)F Ethyl (3-(4-((2-ethyl-1H-imidazol-1-yl)methyl)-3-fluorophenyl)-5-isobutylthiophen-2-yl)sulfonylcarbamate